CC1=CC=C(C=N1)CN (6-methyl-3-pyridinyl)methylamine